CC(C)N[C@H](CCCCN1CCCCC1)C(=O)N1[C@@H](CN(CC1)C=1O[C@H]([C@@H](N1)C)C1=CC=CC=C1)C(=O)NCC1=CC=2C=NC=CC2S1 (2S)-1-[N-(1-methylethyl)-6-piperidin-1-yl-D-norleucyl]-4-[(4S,5S)-4-methyl-5-phenyl-4,5-dihydro-1,3-oxazol-2-yl]-N-(thieno[3,2-c]pyridin-2-ylmethyl)piperazine-2-carboxamide